FC1(C(C1)(C)NC(O[C@H]1C[C@H](CC1)C1=NNC(=C1)NC(=O)OCC1=CC=CC=C1)=O)F (1R,3S)-3-(5-(((benzyloxy)carbonyl)amino)-1H-pyrazol-3-yl)cyclopentyl (2,2-difluoro-1-methylcyclopropyl)carbamate